(4-chlorophenoxy)dihydrofuran-2(3H)-one ClC1=CC=C(OC2C(OCC2)=O)C=C1